2,6-dibromothiazolo[4,5-b]pyridin-5(4H)-one BrC=1SC2=C(NC(C(=C2)Br)=O)N1